ClC1=CC=2SCC(NC2C=N1)=O 7-chloro-2H-pyrido[4,3-b][1,4]thiazin-3(4H)-one